2-fluoro-N-(4-fluoro-3-(N-Hydroxycarbamoyl)phenyl)-3-(trifluoromethyl)-6-(2-(trifluoromethyl)phenoxy)benzamide FC1=C(C(=O)NC2=CC(=C(C=C2)F)C(NO)=O)C(=CC=C1C(F)(F)F)OC1=C(C=CC=C1)C(F)(F)F